CC=1C(=NC(=CC1)NC1=CC2=C(C=N1)SC(=N2)C2=NC=CC=C2C)N2C[C@H]1CC[C@@H](C2)C1O (1R,5S,8S)-3-(3-Methyl-6-{[2-(3-methylpyridin-2-yl)-[1,3]thiazolo[5,4-c]pyridin-6-yl]amino}pyridin-2-yl)-3-azabicyclo[3.2.1]octan-8-ol